FC1=C(C=CC(=C1)C(F)(F)F)C1(CC1)C(=O)NC=1C=CC(=C(C(=O)OC)C1)N1N=CC(=C1)C(F)(F)F Methyl 5-[({1-[2-fluoro-4-(trifluoromethyl) phenyl] cyclopropyl} carbonyl) amino]-2-[4-(trifluoromethyl)-1H-pyrazol-1-yl]benzoate